FC=1C=C(CNC(OC(C)(C)C)=O)C=CC1O tert-butyl (3-fluoro-4-hydroxybenzyl)-carbamate